2-Chloro-4-((2-fluorobenzofuran-7-yl)oxy)benzoyl chloride ClC1=C(C(=O)Cl)C=CC(=C1)OC1=CC=CC=2C=C(OC21)F